3-dibenzothiophen-4-ylpyridine-2,6-diamine C1=CC=C(C=2SC3=C(C21)C=CC=C3)C=3C(=NC(=CC3)N)N